1-(3-chlorophenyl)-2-[(3S,4S)-3-[(4-methanesulfonylphenoxy)methyl]-4-methylpyrrolidin-1-yl]ethan-1-ol ClC=1C=C(C=CC1)C(CN1C[C@H]([C@@H](C1)C)COC1=CC=C(C=C1)S(=O)(=O)C)O